3-[1-(1-cyanocyclopropyl)triazol-4-yl]-N-methyl-4-[[4-(trifluoromethyl)phenyl]methylamino]benzenesulfonamide C(#N)C1(CC1)N1N=NC(=C1)C=1C=C(C=CC1NCC1=CC=C(C=C1)C(F)(F)F)S(=O)(=O)NC